FC1(C(N(C2=C(O1)C=C(C(=C2)C2=C(C(=C(C(=C2F)F)F)F)F)F)CCC2=C(C(=O)O)C=CC=C2)=O)F 2-(2-(2,2,7-trifluoro-3-oxo-6-(perfluorophenyl)-2,3-dihydro-4H-benzo[b][1,4]oxazin-4-yl)ethyl)benzoic acid